FCC1CC1 2-(fluoromethyl)cyclopropane